N-((2-(2-(Cyclobutylamino)ethyl)-2H-indazol-6-yl)methyl)-4-oxo-4H-pyrido[1,2-a]pyrimidine-2-carboxamide C1(CCC1)NCCN1N=C2C=C(C=CC2=C1)CNC(=O)C=1N=C2N(C(C1)=O)C=CC=C2